C1(CC1)NC(=O)C1=NC(=CC(=C1)C)NC1=NN2C(C=C(C=C2)C2=CC(=NC=C2OCC(C)(C)O)C)=C1 N-cyclopropyl-6-[[5-[5-(2-hydroxy-2-methyl-propoxy)-2-methyl-4-pyridyl]pyrazolo[1,5-a]pyridin-2-yl]amino]-4-methyl-pyridine-2-carboxamide